FC(F)(F)C1=NC=CC=C1 trifluorometh-ylpyridin